C(C)C1=CC=C(C=C1)C(C(Cl)Cl)Cl 1-ethyl-4-(1,2,2-trichloroethyl)benzene